(S)-2-((4-(3-(4-chloro-2-fluorobenzyloxy)-4,5-difluorophenyl)piperazin-1-yl)methyl)-1-(oxetan-2-ylmethyl)-1H-benzo[d]imidazole-6-carboxylic acid ClC1=CC(=C(COC=2C=C(C=C(C2F)F)N2CCN(CC2)CC2=NC3=C(N2C[C@H]2OCC2)C=C(C=C3)C(=O)O)C=C1)F